O1C[C@@H](CCC1)NC1=C(C#N)C=CC(=C1)OC(F)(F)F (R)-2-((tetrahydro-2H-pyran-3-yl)amino)-4-(trifluoromethoxy)benzonitrile